NCC1=CC=C(C=C1)C1=CN=C(S1)C1CN(C1)C(=O)C1=CC=C(S1)NC(=O)[C@H]1NCCC1 (S)-N-(5-(3-(5-(4-(aminomethyl)phenyl)thiazol-2-yl)azetidine-1-carbonyl)thiophen-2-yl)pyrrolidine-2-carboxamide